FC1=CC=C(C=C1)[C@@H](C)N1N=CC(=C1)C=1C=C(C=NC1OC)C1=CC=2N(C=C1)N=C(N2)N |r| racemic-7-(5-(1-(1-(4-fluorophenyl)ethyl)-1H-pyrazol-4-yl)-6-methoxypyridin-3-yl)-[1,2,4]triazolo[1,5-a]pyridin-2-amine